behenyl-trimethyl-ammonium methylsulfate COS(=O)(=O)[O-].C(CCCCCCCCCCCCCCCCCCCCC)[N+](C)(C)C